C1=NC=CC2=CC(=C3N=CC=CC3=C12)C#N 2,7-PHENANTHROLINE-6-CARBONITRIl